(E)-2-bromo-4-((E)-(4-hydroxyphenylimino)methyl)-6-methoxyphenyl 3-(3-bromophenyl)acrylate BrC=1C=C(C=CC1)/C=C/C(=O)OC1=C(C=C(C=C1OC)/C=N/C1=CC=C(C=C1)O)Br